ClC1=CC=CC(=N1)C(=O)OC=1C(C2=CC=CC=C2C(C1)=O)=O 1,4-dioxo-1,4-dihydronaphthalen-2-yl 6-chloropicolinate